NCCN(CCCN(CCN)CCN)CCN N,N,N',N'-tetrakis-(2-aminoethyl)-1,3-diaminopropane